N-(5-Chloro-6-(2H-1,2,3-triazol-2-yl)pyridin-3-yl)-1-phenyl-5-(trifluoromethyl)-1H-pyrazole-4-carboxamide ClC=1C=C(C=NC1N1N=CC=N1)NC(=O)C=1C=NN(C1C(F)(F)F)C1=CC=CC=C1